ClC(=C(C1=CC=C(C=C1)OC)C1=CC=C(C=C1)OC)C1=CC=C(C=C1)OC 1-[1-chloro-2,2-bis(4-methoxyphenyl)vinyl]-4-methoxy-benzene